(S)-6-(1-((1r,4S)-4-aminocyclohexyl)-5-(3,5-dimethylisoxazol-4-yl)-1H-benzo[d]imidazol-2-yl)piperidin-2-one NC1CCC(CC1)N1C(=NC2=C1C=CC(=C2)C=2C(=NOC2C)C)[C@@H]2CCCC(N2)=O